6-chloro-N-methylpyrido[3,2-d]Pyrimidin-4-amine ClC=1C=CC=2N=CN=C(C2N1)NC